NC1=CC=C(C=N1)NC(CC(C)C)=O N-(6-Aminopyridin-3-yl)-3-methylbutanamide